C1(CC1)C(=O)N1CCC2=CC(=CC=C12)C=1N=C(SC1C)NC(=O)CN1CCN(CC1)C(=O)OC(C)(C)C tert-butyl 4-({[4-(1-cyclopropanecarbonyl-2,3-dihydro-1H-indol-5-yl)-5-methyl-1,3-thiazol-2-yl]carbamoyl}methyl)piperazine-1-carboxylate